C1(CC1)C=1N=NN(C1)[C@H](C(=O)N1[C@@H](C[C@H](C1)O)C(=O)NCC=1C=C2CNC(C2=CC1)=O)C(C)(C)C (2S,4R)-1-[(2S)-2-(4-cyclopropyltriazol-1-yl)-3,3-dimethyl-butanoyl]-4-hydroxy-N-[(1-oxoisoindolin-5-yl)methyl]pyrrolidine-2-carboxamide